ClC=1C(=CC(=C(C(=O)NS(=O)(=O)N2C3C(CC2)CCC3)C1)F)OCC1CCCC1 5-chloro-4-(cyclopentylmethoxy)-2-fluoro-N-((hexahydrocyclopenta[b]pyrrol-1(2H)-yl)sulfonyl)benzamide